2-(2-(((2S,4S)-1-(1H-Imidazole-1-carbonyl)-4-((4-(nonanoyloxy)-3-((nonanoyloxy)methyl)butanoyl)oxy)pyrrolidin-2-yl)methoxy)-2-oxoethyl)propane-1,3-diyl dinonanoate C(CCCCCCCC)(=O)OCC(COC(CCCCCCCC)=O)CC(=O)OC[C@H]1N(C[C@H](C1)OC(CC(COC(CCCCCCCC)=O)COC(CCCCCCCC)=O)=O)C(=O)N1C=NC=C1